3-((1-(2-(4-fluorophenyl)-2-oxoethyl)piperidin-4-yl)methyl)-1-((6-(methoxymethyl)pyridin-3-yl)methyl)-1-methylurea FC1=CC=C(C=C1)C(CN1CCC(CC1)CNC(N(C)CC=1C=NC(=CC1)COC)=O)=O